N-benzyl-N-(2-((2,6-diisopropylphenyl)amino)phenyl)carboxamide C(C1=CC=CC=C1)N(C=O)C1=C(C=CC=C1)NC1=C(C=CC=C1C(C)C)C(C)C